CC1=NNC(=C1)NC=1N=C(C2=C(N1)C1=C(O2)N=CC=C1)N1CCOCC1 N-(3-Methyl-1H-pyrazol-5-yl)-4-morpholinopyrido[3',2':4,5]furo[3,2-d]pyrimidin-2-amine